(3S)-3-(4,5-difluoro-2'-methyl-6'-(trifluoromethyl)-[1,1'-biphenyl]-3-yl)-3-(2-(5-(2-(dimethylamino)ethyl)-4-methyl-2-oxopyridin-1(2H)-yl)-4-methylpentanamido)propanoic acid FC1=C(C=C(C=C1F)C1=C(C=CC=C1C(F)(F)F)C)[C@H](CC(=O)O)NC(C(CC(C)C)N1C(C=C(C(=C1)CCN(C)C)C)=O)=O